N-[(3-bromo-6-chloropyridin-2-yl)methyl]formamide BrC=1C(=NC(=CC1)Cl)CNC=O